6-chloro-2-(piperidin-4-yl)-N-(thiophen-2-ylmethyl)pyrido[3,4-d]pyrimidin-4-amine ClC1=CC2=C(N=C(N=C2NCC=2SC=CC2)C2CCNCC2)C=N1